1,9-Nonandiamin C(CCCCCCCCN)N